C(N)(OC1CN(C(CC1)C(F)(F)F)CC(C)(C)F)=O [1-(2-fluoro-2-methylpropyl)-6-(trifluoromethyl)piperidin-3-yl] carbamate